NC1=C2C(N(C(C2=CC(=C1)I)=O)[C@H](CS(=O)(=O)C)C1=CC(=C(C=C1)OC)OCC)=O (S)-4-amino-2-(1-(3-ethoxy-4-methoxyphenyl)-2-(methylsulfonyl)-ethyl)-6-iodoisoindoline-1,3-dione